ClC1=CC=C(C=N1)C=1SC=C(N1)C1=CC=CC=C1 2-(6-chloropyridin-3-yl)-4-phenylthiazole